C(CCCCCCCCCCC(=O)[O-])CCCCCCCCCC(=O)[O-] The molecule is a dicarboxylic acid dianion obtained by deprotonation of both carboxy groups of docosanedioic acid; major species at pH 7.3. It is a conjugate base of a docosanedioic acid.